N-methyl-6-(2-methyl-2H-indazol-5-yl)-N-(2,2,6,6-tetramethylpiperidin-4-yl)-1,3-benzothiazol-2-amine CN(C=1SC2=C(N1)C=CC(=C2)C2=CC1=CN(N=C1C=C2)C)C2CC(NC(C2)(C)C)(C)C